FC=1C=C(C=CC1F)C1=C2C(=NN1C)[C@@H]1CCC[C@H](C2)N1C(=O)C=1C=C2C=CC=NC2=CC1 |r| racemic-((5R,9S)-3-(3,4-Difluorophenyl)-2-methyl-4,5,6,7,8,9-hexahydro-2H-5,9-epiminocycloocta[c]pyrazol-10-yl)(quinolin-6-yl)methanone